CC(C(=O)C1=CC=C(C=C1)SOC)(C)N1CCOCC1 2-methyl-1-[4-(Methoxythio)phenyl]-2-morpholinopropan-1-one